COC(CC(=O)C1=C(C=CC(=C1)NC(C1=C(C=C(C(=C1)C(F)(F)F)C1CC1)OC1=C(C=C(C=C1)F)C)=O)F)=O 3-(5-(4-Cyclopropyl-2-(4-fluoro-2-methylphenoxy)-5-(trifluoromethyl)benzamido)-2-fluorophenyl)-3-oxopropionic acid methyl ester